FC(C)(F)C1=NC(=CC(=N1)NC1=C(C=NC(=C1)NC(C)=O)C1=NC(=C(C=C1)F)CN(C)C)CC N-(4'-((2-(1,1-difluoroethyl)-6-ethylpyrimidin-4-yl)amino)-6-((dimethylamino)methyl)-5-fluoro-[2,3'-bipyridyl]-6'-yl)acetamide